4-chloro-N1-[(3,4-difluorophenyl)methyl]-6-fluoro-N3-[5-(2-hydroxy-2-methylpropoxy)pyridin-2-yl]-5-methylbenzene-1,3-dicarboxamide ClC1=C(C=C(C(=C1C)F)C(=O)NCC1=CC(=C(C=C1)F)F)C(=O)NC1=NC=C(C=C1)OCC(C)(C)O